1-ethyl-N-(2-fluoro-4-(hydrazinecarbonyl)benzyl)-N-phenylpiperidine-4-sulfonamide C(C)N1CCC(CC1)S(=O)(=O)N(C1=CC=CC=C1)CC1=C(C=C(C=C1)C(=O)NN)F